N1=C(C=CC=C1)C=1OC=C(N1)C(=O)N pyridin-2-yl-oxazole-4-carboxamide